C(CCCC)OCOCCCC(CC(CC(CC(CC(CC(CC(CCCBr)C)C)C)C)C)C)C 19-bromo-4,6,8,10,12,14,16-heptamethylnonadecyl pentyloxymethyl ether